4-(di(5-methylfuran-2-yl)methyl)-2-methoxyphenol CC1=CC=C(O1)C(C1=CC(=C(C=C1)O)OC)C=1OC(=CC1)C